BrC1=C(C=C(N(C2=CC=CC=C2)C2=CC=CC=C2)C=C1C)C 4-bromo-3,5-dimethyl-N,N-diphenylaniline